2,3-bis(2-methoxy-6-methylanilino)-1,4-difluoroanthraquinone COC1=C(NC2=C(C=3C(C4=CC=CC=C4C(C3C(=C2NC2=C(C=CC=C2C)OC)F)=O)=O)F)C(=CC=C1)C